4-(4-bromo-3-fluorophenyl)morpholine BrC1=C(C=C(C=C1)N1CCOCC1)F